1-(6-(4-(2-chloro-4-fluoro-5-hydroxyphenyl)-3-methyl-7-(1-methyl-1H-pyrazol-5-yl)-2-quinolinyl)-2,6-diazaspiro[3.4]octan-2-yl)-2-propen-1-one ClC1=C(C=C(C(=C1)F)O)C1=C(C(=NC2=CC(=CC=C12)C1=CC=NN1C)N1CC2(CN(C2)C(C=C)=O)CC1)C